NC1=NC=CC=C1C1=NC=2C(=NC(=CC2)C2=CC=CC=C2)N1C1=CC=C(CNC(=O)C=2C=C(C(=O)OC)C=CC2F)C=C1 methyl 3-((4-(2-(2-aminopyridin-3-yl)-5-phenyl-3H-imidazo[4,5-b]pyridin-3-yl)benzyl)carbamoyl)-4-fluorobenzoate